C=C(C)C=1OC=CC1 (prop-1-en-2-yl)furan